BrC=1C=C(C(=NC1)N1C(CCCC1)=O)F 1-(5-bromo-3-fluoropyridin-2-yl)piperidin-2-one